1,3-dichlorodisilazane Cl[SiH2]N[SiH2]Cl